ClC=1C=C(C=C(C1)Cl)C1(CC(=NO1)C1=CC(=C(C(=O)N(C2=NN(C(=N2)COC)CC(F)F)CC(F)F)C=C1)C)C(F)(F)F 4-(5-(3,5-dichlorophenyl)-5-(trifluoromethyl)-4,5-dihydroisoxazol-3-yl)-N-(2,2-difluoroethyl)-N-(1-(2,2-difluoroethyl)-5-(methoxymethyl)-1H-1,2,4-triazol-3-yl)-2-methylbenzamide